NC1=C2N=CN(C2=NC(=N1)Cl)[C@H]1[C@H]([C@@H]([C@H](O1)COC([C@H](C)N)=O)O)F (2R,3R,4S,5R)-5-(6-Amino-2-chloropurin-9-yl)-2-[(2S)-2-aminopropanoyloxymethyl]-4-fluoro-oxolan-3-ol